O.N1=CC(=NC2=CC=CC=C12)C(=O)O 3-quinoxalinecarboxylic acid monohydrate